C(C)(C)C1=C(NC2=CN=C(C(=C21)C)C2CCN(CC2)C(CNC)=O)C=2C=C(C=1N(C2)N=CN1)OC 1-(4-(3-isopropyl-2-(8-methoxy-[1,2,4]triazolo[1,5-a]pyridin-6-yl)-4-methyl-1H-pyrrolo[2,3-c]pyridin-5-yl)piperidin-1-yl)-2-(methylamino)ethan-1-one